(4-(7-chloroquinolin-4-yl)piperazin-1-yl)(1-(4-fluorophenylcarbonyl)piperidin-3-yl)methanone ClC1=CC=C2C(=CC=NC2=C1)N1CCN(CC1)C(=O)C1CN(CCC1)C(=O)C1=CC=C(C=C1)F